FC1=CC=C(C=C1)C(=O)N1C(C=2N(CC1)C(=NN2)C2=NC(=NS2)C)CCN2C[C@@H](CC2)F (4-Fluorophenyl)(8-(2-((R)-3-fluoropyrrolidin-1-yl)ethyl)-3-(3-methyl-1,2,4-thiadiazol-5-yl)-5,6-dihydro-[1,2,4]triazolo[4,3-a]pyrazin-7(8H)-yl)methanone